2-(2,6-diazaspiro[3.5]nonan-2-yl)-5-((2-(trifluoromethyl)pyridin-3-yl)thio)-1H-imidazo[4,5-b]pyrazine C1N(CC12CNCCC2)C2=NC=1C(=NC=C(N1)SC=1C(=NC=CC1)C(F)(F)F)N2